OCC(OCN1C2=NC=NC(=C2N=C1)N)CO 9-(2-hydroxy-1-(hydroxymethyl)ethoxymethyl)adenine